4-(3-(trifluoromethyl)phenyl)-5-methyl-N-(3-(2-oxopropyl)-1,2,4-thiadiazol-5-yl)furan-2-carboxamide FC(C=1C=C(C=CC1)C=1C=C(OC1C)C(=O)NC1=NC(=NS1)CC(C)=O)(F)F